ClC1=C2C=C(N(C2=CC=C1OC)C)C(=O)N[C@@]1(COCC1)C1=CC=C(C=C1)CC(=O)O |r| (±)-2-{4-[3-(4-chloro-5-methoxy-1-methyl-1H-indole-2-amido)oxolan-3-yl]phenyl}acetic acid